C1(CC1)C1=C(C(=NC=N1)OC)C=1N=NN2C1CN(CC2)C(=O)OC(C)(C)C 2-methylpropan-2-yl 3-(6-cyclopropyl-4-methoxypyrimidin-5-yl)-4,5,6,7-tetrahydro[1,2,3]triazolo[1,5-a]pyrazine-5-carboxylate